OC(C(=O)N1[C@H]([C@H](CCC1)NS(=O)(=O)C)CO[C@@H]1CC[C@@H](CC1)C1=CC=CC=C1)(C)C N-(cis-1-(2-hydroxy-2-methylpropanoyl)-2-(((cis-4-phenylcyclohexyl)oxy)methyl)-piperidin-3-yl)methane-sulfonamide